3,4-Bis((fluorenylmethoxycarbonyl)amino)benzoic acid C1(=CC=CC=2C3=CC=CC=C3CC12)COC(=O)NC=1C=C(C(=O)O)C=CC1NC(=O)OCC1=CC=CC=2C3=CC=CC=C3CC12